CC(CCC=O)CC 4-methyl-1-hexanal